The molecule is a tetrapeptide composed of L-alanine, L-leucine, L-valine, and L-serine joined in sequence by peptide linkages. It has a role as a metabolite. It derives from a L-alanine, a L-leucine, a L-valine and a L-serine. C[C@@H](C(=O)N[C@@H](CC(C)C)C(=O)N[C@@H](C(C)C)C(=O)N[C@@H](CO)C(=O)O)N